ethyl (E)-3-(2-(2-oxopiperazin-1-yl)phenyl)acrylate hydrochloride Cl.O=C1N(CCNC1)C1=C(C=CC=C1)/C=C/C(=O)OCC